C1(=CC=CC=C1)NC1=CC=C(CNC(=O)C23CC4CC(CC(C2)C4)C3)C=C1 N-(4-(phenylamino)benzyl)adamantane-1-carboxamide